5-bromo-2,6-bis(1H-pyrazol-1-yl)-pyrimidin-4-amine methanesulfonate CS(=O)(=O)O.BrC=1C(=NC(=NC1N1N=CC=C1)N1N=CC=C1)N